3-(3-(benzyloxy)-2,4-difluoro-5-(trifluoromethyl)phenyl)-N,1-dimethyl-N-(1-(methylsulfonyl)-6-phenylpiperidin-3-yl)-1H-pyrazolo[3,4-d]pyrimidin-6-amine C(C1=CC=CC=C1)OC=1C(=C(C=C(C1F)C(F)(F)F)C1=NN(C2=NC(=NC=C21)N(C2CN(C(CC2)C2=CC=CC=C2)S(=O)(=O)C)C)C)F